C1C(CC12CCNCC2)CN2CCN(CC2)C=2C=C1CN(C(C1=CC2)=O)[C@@H]2C(NC(CC2)=O)=O (3S)-3-[5-[4-(7-azaspiro[3.5]nonan-2-ylmethyl)piperazin-1-yl]-1-oxoisoindolin-2-yl]piperidine-2,6-dione